(4R)-4-(2-chloro-2,2-difluoroethyl)-1-{[2-(methoxymethyl)-6-(trifluoromethyl)imidazo[2,1-b][1,3,4]thiadiazol-5-yl]methyl}pyrrolidin-2-one ClC(C[C@H]1CC(N(C1)CC1=C(N=C2SC(=NN21)COC)C(F)(F)F)=O)(F)F